C(#N)C=1C=CC=2N(C(N=C(C2N1)N1C[C@H](N(C[C@@H]1CC)C(CNC(OC)=O)C1=CC=C(C=C1)C(F)(F)F)CC)=O)C methyl (2-((2R,5S)-4-(6-cyano-1-methyl-2-oxo-1,2-dihydropyrido[3,2-d]pyrimidin-4-yl)-2,5-diethylpiperazin-1-yl)-2-(4-(trifluoromethyl)phenyl)ethyl)carbamate